C12N(CC(CC1)CC2)CC=2NC1=CC(=CC=C1C2)CNC(=O)C=2N=C1N(C(C2)=O)C=CC=C1 N-[[2-(2-azabicyclo[2.2.2]octan-2-ylmethyl)-1H-indol-6-yl]methyl]-4-oxo-pyrido[1,2-a]pyrimidine-2-carboxamide